4-(4-(((6-amino-5-(4-phenoxyphenyl)pyrimidin-4-yl)amino)methyl)piperidine-1-carbonyl)-1-methylpyridin-2(1H)-one NC1=C(C(=NC=N1)NCC1CCN(CC1)C(=O)C1=CC(N(C=C1)C)=O)C1=CC=C(C=C1)OC1=CC=CC=C1